ClC1=CC(=C(C=C1)[C@H]1OC2=C(O1)C=CC=C2C2CCN(CC2)CC2=NC1=C(N2C[C@H]2OCC2)C=C(C=C1)C(=O)OC)F methyl 2-({4-[(2R)-2-(4-chloro-2-fluorophenyl)-1,3-benzodioxol-4-yl] piperidin-1-yl} methyl)-1-[(2S)-oxetan-2-ylmethyl]-1H-benzimidazole-6-carboxylate